ClC=1C(=C(C=C(C1CC1=C(C(=C(C=C1)O)C(C)C)F)Cl)NCC(=O)Cl)F (3,5-dichloro-2-fluoro-4-(2-fluoro-4-hydroxy-3-isopropylbenzyl)phenyl)glycinoyl chloride